benzyl (2S,4S)-2-((difluoromethoxy)methyl)-4-((4-(trifluoromethyl) cyclohexyl)oxy)pyrrolidine-1-carboxylate FC(OC[C@H]1N(C[C@H](C1)OC1CCC(CC1)C(F)(F)F)C(=O)OCC1=CC=CC=C1)F